trans-Methyl-4-(((trans-4-(6-cyano-5-methoxypyridin-2-yl)cyclohexyl)methyl)(3-(2-cyclopropylthiazol-5-yl)phenyl)carbamoyl)-cyclohexane C[C@@H]1CC[C@H](CC1)C(N(C1=CC(=CC=C1)C1=CN=C(S1)C1CC1)C[C@@H]1CC[C@H](CC1)C1=NC(=C(C=C1)OC)C#N)=O